2-chloro-5-methoxy-(4,4'-bipyridine)-3-carboxylic acid ClC1=NC=C(C(=C1C(=O)O)C1=CC=NC=C1)OC